F[C@@H]1C[C@H](CC1)N (1S,3S)-3-fluorocyclopentan-1-amine